BrC=1C=C(C(=NC1)[N+](=O)[O-])O[C@@H](C)C1=NN(C=C1)C 5-bromo-3-[(1S)-1-(1-methyl-1H-pyrazol-3-yl)ethoxy]-2-nitropyridine